CC=1C=CC(C(C1)=O)N1N=C(C(=CC1)C1=C(C=CC=C1)C)C(=O)O 4-methyl-6-oxo-(2-methylphenyl)-phenyl-1,6-dihydropyridazine-3-carboxylic acid